2-((3,5-difluorophenyl)amino)-6,7-dimethoxyquinazoline-4(3H)-One FC=1C=C(C=C(C1)F)NC1=NC2=CC(=C(C=C2C(N1)=O)OC)OC